5-(N-(4-chloro-2-((2-chloro-N-(furan-2-ylmethyl)benzoylamino)methyl)phenyl)-N-ethylsulfamoyl)-3-Methylbenzo[b]thiophene-2-carboxylic acid ethyl ester C(C)OC(=O)C1=C(C2=C(S1)C=CC(=C2)S(N(CC)C2=C(C=C(C=C2)Cl)CN(CC=2OC=CC2)C(C2=C(C=CC=C2)Cl)=O)(=O)=O)C